CN([C@@H](C(C)C)C(=O)O)C Dimethyl-L-valine